1-(Chlorocarbonyl)indoline-5-carboxylic acid methyl ester COC(=O)C=1C=C2CCN(C2=CC1)C(=O)Cl